4-(1-(difluoromethyl)-1H-pyrazol-3-yl)-6-(4,4-difluoropiperidin-1-yl)nicotinonitrile FC(N1N=C(C=C1)C1=CC(=NC=C1C#N)N1CCC(CC1)(F)F)F